2,2,3,3,4,5-hexafluorotetrahydro-5-(trifluoromethyl)-furan FC1(OC(C(C1(F)F)F)(C(F)(F)F)F)F